(S)-isopropyl-oxazoline C(C)(C)C=1OCCN1